8-Bromo-4-[(2R)-3-(3,4-dihydro-1H-isoquinolin-2-yl)-2-hydroxy-propyl]-1-ethyl-2,3-dihydro-1,4-benzodiazepin-5-one BrC1=CC2=C(C(N(CCN2CC)C[C@@H](CN2CC3=CC=CC=C3CC2)O)=O)C=C1